[Cl-].[Cl-].C[Si](=[Zr+2](C1C(=CC2=CC=CC=C12)C(C)C)C1C(=C(C2=CC=CC=C12)CCCCCCOC(C)(C)C)C)C Dimethyl-silanediyl(3-(6-(tert-butoxy)hexyl)-2-methyl-1H-inden-1-yl)(2-isopropyl-1H-inden-1-yl)Zirconium dichloride